ClC1=C(C=CC(=C1Cl)OC)S(=O)(=O)NC1=C(C=CC=C1)C#CC1=CC=C(C(=O)O)C=C1 4-{2-[2-(2,3-dichloro-4-methoxybenzenesulfonamido)phenyl]-ethynyl}benzoic acid